C(CCCCCCCCC(=O)[O-])(=O)OON1C(CC(CC1(C)C)O)(C)C 4-hydroxy-2,2,6,6-tetramethylpiperidinyloxy sebacate